1-(sec-butyl)-1H-indene C(C)(CC)C1C=CC2=CC=CC=C12